4,4,5,5-tetramethyl-2-[3''-(6-phenylhexyl)[1,1':3',1''-terphenyl]-3-yl]-1,3,2-dioxaborolane CC1(OB(OC1(C)C)C=1C=C(C=CC1)C1=CC(=CC=C1)C1=CC(=CC=C1)CCCCCCC1=CC=CC=C1)C